6-(4-chlorophenyl)-2-(5-fluoropyridin-3-yl)-N-[(3R,4S)-4-hydroxytetrahydrofuran-3-yl]-3-oxo-2,3-dihydropyridazine-4-carboxamide ClC1=CC=C(C=C1)C=1C=C(C(N(N1)C=1C=NC=C(C1)F)=O)C(=O)N[C@@H]1COC[C@H]1O